ClC1=CC=C(C=C1)N(C(NC(NCCCCCCNC(NC(=N)N)=N)=N)=N)C1=CC=C(C=C1)Cl N,N-bis(4-chlorophenyl)-3,12-diimino-2,4,11,13-tetraazatetradecanediamidine